(S)-Ethyl-2'-amino-6'-isobutyl-7-bromo-2,5',7'-trioxo-1'-phenyl-1',5',6',7'-tetrahydrospiro[indoline-3,4'-pyrrolo[3,4-b]-pyridine]-3'-carboxylate C(C)OC(=O)C=1[C@]2(C3=C(N(C1N)C1=CC=CC=C1)C(N(C3=O)CC(C)C)=O)C(NC3=C(C=CC=C32)Br)=O